8-acetyl-5-(4-(trifluoromethyl)phenyl)-6,6a,7,8-tetrahydroimidazo[1,5-a]pyrido[3,2-e]pyrazin-9(5H)-one C(C)(=O)N1C(N2C(CN(C3=C2N=CC=C3)C3=CC=C(C=C3)C(F)(F)F)C1)=O